4-ethylpiperidin C(C)C1CCNCC1